O=C1N(C(CN1C1=CC=C(C=C1)C(F)(F)F)=O)CC1=CC=C(OC(C(=O)OCC)(C)C)C=C1 Ethyl 2-(4-((2,5-dioxo-3-(4-(trifluoromethyl)phenyl) imidazolin-1-yl)methyl) phenoxy)-2-methylpropionate